Tert-butyl N-{1-[2-(methanesulfonyloxy)ethyl]piperidin-4-yl}carbamate CS(=O)(=O)OCCN1CCC(CC1)NC(OC(C)(C)C)=O